2,4,4-trimethyl-pentyl-phosphinic acid CC(CP(O)=O)CC(C)(C)C